C(C)(=O)C1=CC2=C(N=C(N=C2)NC2=NC=C(C=C2)N(CCOC)CCOC)N(C1=O)C1CCCC1 6-acetyl-2-{5-[bis-(2-methoxyethyl)-amino]-pyridin-2-ylamino}-8-cyclopentyl-8H-pyrido[2,3-d]Pyrimidin-7-one